N[C@H]1CN(CCC1)C(=O)C1=CC2=C(N(C(=N2)C2=CC3=C(N2CC2CCC2)SC=C3)C)C(=C1)OC (R)-(3-aminopiperidin-1-yl)(2-(6-(cyclobutylmethyl)-6H-thieno[2,3-b]pyrrol-5-yl)-7-methoxy-1-methyl-1H-benzo[d]imidazol-5-yl)methanone